3-(1-methyl-7-((1-(oxazole-2-carbonyl)piperidin-4-yl)oxy)-1H-indazol-3-yl)-piperidine-2,6-dione CN1N=C(C2=CC=CC(=C12)OC1CCN(CC1)C(=O)C=1OC=CN1)C1C(NC(CC1)=O)=O